(3S)-1,1-dioxo-1,2-thiazolidine-3-carboxylic acid methyl ester COC(=O)[C@H]1NS(CC1)(=O)=O